1-(piperidin-1-yl)pentadeca-4,6,8,12-tetraene-3,10-diol N1(CCCCC1)CCC(C=CC=CC=CC(CC=CCC)O)O